CN(CCN(C=1C=NC(=CC1)[N+](=O)[O-])C)C N-(2-(dimethylamino)ethyl)-N-methyl-6-nitropyridin-3-amine